4-(4-{[(1S)-5-[2-(2-aminopyridin-3-yl)-5-(pyrazol-1-yl)imidazo[4,5-b]pyridin-3-yl]-2,3-dihydro-1H-inden-1-yl]amino}piperidin-1-yl)-6-methylpyrimidine-2-carbonitrile NC1=NC=CC=C1C1=NC=2C(=NC(=CC2)N2N=CC=C2)N1C=1C=C2CC[C@@H](C2=CC1)NC1CCN(CC1)C1=NC(=NC(=C1)C)C#N